3-bromo-5-((2,4-di-chlorophenylimino)meth-yl)phenyl 3-methylbenzoate CC=1C=C(C(=O)OC2=CC(=CC(=C2)C=NC2=C(C=C(C=C2)Cl)Cl)Br)C=CC1